4-isononylbenzenemethanol C(CCCCCC(C)C)C1=CC=C(C=C1)CO